NC1=C(C=C(C=N1)C=1C=C(C=CC1)C(=O)N1CCN(CC1)C)OC(C)C1=C(C(=CC=C1F)F)Cl (3-{6-amino-5-[1-(2-chloro-3,6-difluoro-phenyl)-ethoxy]-pyridin-3-yl}-phenyl)-(4-methyl-piperazin-1-yl)-methanone